6-(4-(4-isopropylpiperazin-1-yl)phenyl)-1-methyl-N-(4-(morpholinomethyl)benzyl)-2-(oxetan-3-yl)-1H-benzo[d]imidazol-4-amine C(C)(C)N1CCN(CC1)C1=CC=C(C=C1)C=1C=C(C2=C(N(C(=N2)C2COC2)C)C1)NCC1=CC=C(C=C1)CN1CCOCC1